tert-butyl 4-(7-bromopyrido[3,2-d]pyrimidin-4-yl)piperidine-1-carboxylate BrC1=CC=2N=CN=C(C2N=C1)C1CCN(CC1)C(=O)OC(C)(C)C